(3R,4R)-4-{[5-(2,4-Difluoro-phenyl)-isoxazole-3-carbonyl]-amino}-1-isopropyl-piperidine-3-carboxylic acid ((1S)-1-pyridin-2-yl-ethyl)-amide N1=C(C=CC=C1)[C@H](C)NC(=O)[C@@H]1CN(CC[C@H]1NC(=O)C1=NOC(=C1)C1=C(C=C(C=C1)F)F)C(C)C